C(C)NCCCNC(OC(C)(C)C)=O tert-butyl (3-(ethylamino)propyl)carbamate